[Na].[Na].[Na].SC1=NC(=NC(=N1)S)S 2,4,6-trimercapto-s-triazine trisodium